ClC=1C=C(C=CC1Cl)C1=CC=C(C=C1)NC(CCC)=O 1-((3',4'-dichloro-[1,1'-biphenyl]-4-yl)amino)-1-oxobutane